cyclododecane-1,6-dione C1(CCCCC(CCCCCC1)=O)=O